5-chloro-2-methyl-6-(4,4,5,5-tetramethyl-1,3,2-dioxaborolan-2-yl)phthalazin-1(2H)-one ClC1=C2C=NN(C(C2=CC=C1B1OC(C(O1)(C)C)(C)C)=O)C